4-(4-(2-oxo-2,3-dihydrobenzo[d]oxazol-5-ylamino)pyrimidin-2-ylamino)benzamide trifluoroacetate salt FC(C(=O)O)(F)F.O=C1OC2=C(N1)C=C(C=C2)NC2=NC(=NC=C2)NC2=CC=C(C(=O)N)C=C2